N-NitrosoIminostilbene ethyl-4-(4-fluorophenyl)-5-oxo-3-thioxo-2,3,4,5-tetrahydro-1,2,4-triazine-6-carboxylate C(C)OC(=O)C=1C(N(C(NN1)=S)C1=CC=C(C=C1)F)=O.N(=O)N=C1C(C=CC=C1)C=CC1=CC=CC=C1